ClC=1C=C(CNC2=C3N=CN(C3=NC(=N2)C#CC=2SC(=CC2)Cl)[C@H]2[C@@H]([C@@H]([C@@]3(C[C@H]23)CC#N)O)O)C=CC1 2-((1S,2R,3S,4R,5S)-4-(6-((3-chlorobenzyl)amino)-2-((5-chlorothiophen-2-yl)ethynyl)-9H-purin-9-yl)-2,3-dihydroxybicyclo[3.1.0]hexan-1-yl)acetonitrile